OCCCN hydroxypropyl-amine